2-tertiary butyl-4-cresol C(C)(C)(C)C1=CC(=CC=C1O)C